NC1=NC2=CC=C(C=C2C=C1Br)C(=O)N([C@H](C)C1=NC=CC=N1)CC1=NC=C(C=C1)C#N 2-amino-3-bromo-N-((5-cyano-2-pyridinyl)methyl)-N-((1R)-1-(2-pyrimidinyl)ethyl)-6-quinolinecarboxamide